The molecule is a thromboxane anion that is the conjugate base of 18-hydroxycarbocyclic thromboxane A2, obtained by deprotonation of the carboxy group; major species at pH 7.3. It is a hydroxy fatty acid anion and a thromboxane anion. It derives from a carbocyclic thromboxane A2(1-). It is a conjugate base of a 18-hydroxycarbocyclic thromboxane A2. CCC(CC[C@@H](/C=C/[C@@H]1[C@H](C2CC(C2)O1)C/C=C\\CCCC(=O)[O-])O)O